2-chloro-9-(cis-3-hydroxycyclobutyl)-7,9-dihydro-8H-purin-8-one ClC1=NC=C2NC(N(C2=N1)[C@@H]1C[C@@H](C1)O)=O